(S)-3-((8-(dimethylcarbamoyl)quinolin-5-yl)amino)pyrrolidine-1-carboxylic acid tert-butyl ester C(C)(C)(C)OC(=O)N1C[C@H](CC1)NC1=C2C=CC=NC2=C(C=C1)C(N(C)C)=O